C(C)OC=1C=C(N(N1)C)C(=O)OC methyl 5-ethoxy-2-methyl-pyrazole-3-carboxylate